N1NC(CC1)=O 3-pyrazolidinone